2-(3-(2-(((S)-1-((S or R)-5-cyano-2-oxo-1,2,3,4-tetrahydroquinolin-3-yl)ethyl)amino)ethyl)-4-methylphenyl)-2-methylpropanoic acid C(#N)C1=C2C[C@H](C(NC2=CC=C1)=O)[C@H](C)NCCC=1C=C(C=CC1C)C(C(=O)O)(C)C |o1:5|